FC(C(=O)O)(F)F.NCC(CC=1N(C(NN1)=O)C1=CC(=C(C=C1)C=1C=NC(=CC1)N(C)C)F)=C(F)F [2-(aminomethyl)-3,3-difluoro-allyl]-4-[4-[6-(dimethylamino)-3-pyridinyl]-3-fluoro-phenyl]-1,2,4-triazol-3-one trifluoroacetate salt